FC1CC(C1)C1=CC(=NN1)NC1=NC(=CN=C1)OC1CCN(CC1)C N-(5-((1r,3r)-3-fluorocyclobutyl)-1H-pyrazol-3-yl)-6-((1-methylpiperidin-4-yl)oxy)pyrazin-2-amine